C[C@H]1C[C@H](CN(C1)C1=C2N=CC=NC2=C(C=C1)C(F)(F)F)NC(CN1CCOCC1)=O N-[(3R,5S)-5-methyl-1-[8-(trifluoromethyl)quinoxalin-5-yl]piperidin-3-yl]-2-(morpholin-4-yl)acetamide